The molecule is a methanesulfonate salt obtained from pergolide by mixing eqimolar amount of pergolide and methanesulfonic acid. A dopamine D2 receptor agonist which also has D1 and D2 agonist properties, it is used in the management of Parkinson's disease, although it was withdrawn from the U.S. and Canadian markets in 2007 due to an increased risk of cardiac valve dysfunction. It has a role as an antiparkinson drug and a dopamine agonist. It contains a pergolide(1+). CCCN1C[C@@H](C[C@H]2[C@H]1CC3=CNC4=CC=CC2=C34)CSC.CS(=O)(=O)O